8-[(1R)-1-[(6-Chloro-2-methyl-3-pyridyl)amino]-ethyl]-3-iodo-6-methyl-2-(3-pyridyl)chromen-4-one ClC1=CC=C(C(=N1)C)N[C@H](C)C=1C=C(C=C2C(C(=C(OC12)C=1C=NC=CC1)I)=O)C